C1(=CC(=CC=C1)C(=O)N)C(=O)N m-benzenedicarboxamide